2-(4-bromophenyl)-2-oxoethylbutyrate BrC1=CC=C(C=C1)C(COC(CCC)=O)=O